Neodymium sulphate S(=O)(=O)([O-])[O-].[Nd+3].S(=O)(=O)([O-])[O-].S(=O)(=O)([O-])[O-].[Nd+3]